NCC1=CC(=C(CN2C(N(CC(C2)C)C2=CC(=C(C=C2)OC)OCCCCC)=O)C=C1)OC 1-(4-(aminomethyl)-2-methoxybenzyl)-3-(4-methoxy-3-(pentyloxy)phenyl)-5-methyltetrahydropyrimidin-2(1H)-one